C(#N)C(C(=O)OCC)C=1C=NC(=C(C1)SCC)C=1N(C(C(=CN1)OCC(C(F)(F)F)(F)F)=O)C ethyl 2-cyano-2-[5-ethylsulfanyl-6-[1-methyl-6-oxo-5-(2,2,3,3,3-pentafluoro-propoxy)pyrimidin-2-yl]-3-pyridyl]acetate